C(C)OC(=O)C1=C(N(C=C1)CC1=CC=C(C=C1)Br)/C(=C/N)/C(=O)OCC (Z)-2-(1-amino-3-ethoxy-3-oxoprop-1-en-2-yl)-1-(4-bromobenzyl)-1H-pyrrole-3-carboxylic acid ethyl ester